NCC1(C(C(CC(=C1)CN)(C(=O)O)CN)C(=O)O)C(=O)O 1,3,5-tris(aminomethyl)benzenetricarboxylic acid